C1(C=CC(N1C=1C=C(OC2=CC=C(C(C)(C)C3=CC(=CC=C3)C(C3=CC=C(C=C3)OC3=CC(=CC=C3)N3C(C=CC3=O)=O)(C)C)C=C2)C=CC1)=O)=O 1,3-bis[4-(3-maleimidophenoxy)-alpha,alpha-dimethylbenzyl]benzene